FC(C(=O)O)(F)F.ClC=1C2=CN(N=C2C=CC1SC=1C=2N(C(=NC1)N1CCC3([C@@H](C=4N(N=CC4)C3)N)CC1)C=CN2)C (S)-1-(8-((4-chloro-2-methyl-2H-indazol-5-yl)thio)imidazo[1,2-c]pyrimidin-5-yl)-4'H,6'H-spiro[piperidine-4,5'-pyrrolo[1,2-b]pyrazol]-4'-amine (trifluoroacetate)